NC1=CC(=C2C(NCCCCC[C@@](C3=NN=C(C1=N2)O3)(C(F)(F)F)O)=O)C(F)(F)F (6R)-17-amino-6-hydroxy-6,15-bis(trifluoromethyl)-19-oxa-3,4,12,18-tetrazatricyclo[12.3.1.12,5]nonadeca-1(18),2,4,14,16-pentaen-13-one